CC1=CC(OC(=C1C(=O)OCC)C)=O ethyl 4,6-dimethyl-2-oxo-2H-pyran-5-carboxylate